6-((1-(2-(2,6-dioxopiperidin-3-yl)-1,3-dioxoisoindoline-5-yl)azetidin-3-yl)ethynyl)-3-methyl-2-oxo-2,3-dihydro-1H-benzene O=C1NC(CCC1N1C(C2=CC=C(C=C2C1=O)N1CC(C1)C#CC1=CCC(C(C1)=O)C)=O)=O